BrC=1C=C2CCCN(C2=CC1C(F)F)C=1N=C(N2C1CNCC2)C2CCC2 6-bromo-1-{3-cyclobutyl-5H,6H,7H,8H-imidazo[1,5-a]pyrazin-1-yl}-7-(difluoromethyl)-3,4-dihydro-2H-quinoline